(1R,2R)-2-(8-(2-(pyridin-4-yl)pyrido[3,4-d]pyrimidin-4-yl)-2,8-diazaspiro[4.5]decan-2-yl)cyclopentanol N1=CC=C(C=C1)C=1N=C(C2=C(N1)C=NC=C2)N2CCC1(CCN(C1)[C@H]1[C@@H](CCC1)O)CC2